Lithium 1-(6-bromo-2-(1H-tetrazol-5-yl)pyridin-3-yl)pentan-1-ol salt BrC1=CC=C(C(=N1)C1=NN=NN1)C(CCCC)O.[Li]